ethyl 2-ethylhexyl peroxide C(C)C(COOCC)CCCC